CC1=C(C(=CC=C1)C)N1C(=NC2=C(C1=O)C=C(C=N2)/C=C/C(=O)OCC)CC (E)-ethyl 3-(3-(2,6-dimethylphenyl)-2-ethyl-4-oxo-3,4-dihydropyrido[2,3-d]pyrimidin-6-yl)acrylate